4-((1-((2-(4-fluorophenoxy)phenyl)sulfonyl)piperidin-4-yl)oxy)thieno[3,2-d]pyrimidine FC1=CC=C(OC2=C(C=CC=C2)S(=O)(=O)N2CCC(CC2)OC=2C3=C(N=CN2)C=CS3)C=C1